OC1=C2CC=COC2=CC(=C1)O 5,7-dihydroxy-4H-chromen